(R)-4-(2-Azidopropan-2-yl)-6-chloro-1-(pyrrolidin-2-ylmethoxy)-2,7-naphthyridine N(=[N+]=[N-])C(C)(C)C1=CN=C(C2=CN=C(C=C12)Cl)OC[C@@H]1NCCC1